COC=1C=C(C=CC1NC1=CC(=C2C(=N1)NC=C2C(F)(F)F)N2CCOCC2)C(=O)N2CCC(CC2)N2CCN(CC2)C (3-Methoxy-4-((4-morpholino-3-(trifluoromethyl)-1H-pyrrolo[2,3-b]pyridin-6-yl)amino)phenyl)(4-(4-methylpiperazin-1-yl)piperidin-1-yl)methanon